BrC1=CC=C(C=C1)C1=NC2=C(C3=CC(=CC(=C13)OC)OC)C(=C1C=CC=CN12)C#N 5-(4-bromophenyl)-2,4-dimethoxyindolizino[3,2-c]isoquinoline-12-carbonitrile